C1(=CC=CC=C1)N1C2=CC=CC=C2C=2C=CC=CC12 9-Phenylcarbazol